CN(C(CN(C)C)OCC)C 1-dimethylamino-2-dimethylaminoethoxyethane